N1(CCN(CC1)CCN(CCC(C(=O)[O-])(CCCCCCCCCC)CCCCCCCC)CCC(C(=O)[O-])(CCCCCCCCCC)CCCCCCCC)CCN(CCC(C(=O)[O-])(CCCCCCCCCC)CCCCCCCC)CCC(C(=O)[O-])(CCCCCCCCCC)CCCCCCCC ((piperazine-1,4-diylbis(ethane-2,1-diyl))bis(azanetriyl))tetrakis(ethane-2,1-diyl)tetrakis(2-octyldodecanoate)